N-(4-aminocyclohexyl)-5-methoxy-N'-[4-(1-methyl-1H-indol-3-yl)-2-pyrimidinyl]-2-nitrobenzene-1,4-diamine NC1CCC(CC1)NC1=C(C=C(C(=C1)OC)NC1=NC=CC(=N1)C1=CN(C2=CC=CC=C12)C)[N+](=O)[O-]